O=C1NC=C(C(N1)=O)C1=CC2=C(N=CN=C2N2CC(CC2)OC2=CC=C(C=N2)C#N)S1 6-[1-[6-(2,4-dioxo-1H-pyrimidin-5-yl)thieno[2,3-d]pyrimidin-4-yl]pyrrolidin-3-yl]oxy-pyridine-3-carbonitrile